[Br-].C(CCC)N1CN(C=C1)CC=C 1-butyl-3-allyl-imidazole bromide salt